(1H-indol-2-yl)methanamine N1C(=CC2=CC=CC=C12)CN